6-(Heptyloxy)-N-phenylnaphthalen-2-amine C(CCCCCC)OC=1C=C2C=CC(=CC2=CC1)NC1=CC=CC=C1